The molecule is the dicarboxylic acid monoamide resulting from the formal condensation of aryl amino group of N-phenyl-1-(2-phenylethyl)piperidin-4-amine with succinic acid. It is a member of piperidines, a monocarboxylic acid and a dicarboxylic acid monoamide. It derives from a succinic acid. C1CN(CCC1N(C2=CC=CC=C2)C(=O)CCC(=O)O)CCC3=CC=CC=C3